((2-(((2S)-1-((2S)-2-(2-(2-chlorophenyl)morpholine-4-carbonyl)pyrrolidin-1-yl)-3,3-dimethyl-1-oxobutan-2-yl)carbamoyl)benzo[b]thiophen-5-yl)difluoromethyl)phosphonic acid ClC1=C(C=CC=C1)C1CN(CCO1)C(=O)[C@H]1N(CCC1)C([C@H](C(C)(C)C)NC(=O)C1=CC2=C(S1)C=CC(=C2)C(F)(F)P(O)(O)=O)=O